(trans)-4-[[2-[4-bromo-3-(hydroxymethyl)-5-(trifluoromethyl)anilino]-5-methyl-pyrimidin-4-yl]amino]tetrahydrofuran-3-carbonitrile BrC1=C(C=C(NC2=NC=C(C(=N2)N[C@H]2[C@@H](COC2)C#N)C)C=C1C(F)(F)F)CO